5-(4',4'-dimethyl-2',3',4',5'-tetrahydro-[1,1'-biphenyl]-4-yl)thiophene CC1(CCC(=CC1)C1=CC=C(C=C1)C1=CC=CS1)C